ClC1=NC=2C=CC=C(C2C=C1)S(=O)(=O)NC=1C(=NC(=C(C1)F)OCC(F)F)OC 2-chloro-N-[6-(2,2-difluoroethoxy)-5-fluoro-2-methoxy-3-pyridyl]quinoline-5-sulfonamide